OCCCCCCC1=CC=C(C=C1)C=CC(=O)C1=CC=CC=C1 3-[4-(6-Hydroxyhexyl)phenyl]-1-phenylprop-2-en-1-one